CN1C(N(C2=C1C=C(C=C2)CN2CCC(CC2)NC)C2C(NC(CC2)=O)=O)=O 3-[3-methyl-5-[[4-(methylamino)-1-piperidyl]methyl]-2-oxo-benzimidazol-1-yl]piperidine-2,6-dione